3-(2-iodo-5-methoxyphenoxy)propanol IC1=C(OCCCO)C=C(C=C1)OC